C(C)(=O)OCC1=C(C=CC=C1N1C(C2=C(C=C(C=C2C=C1)C1CC1)F)=O)C=1C2=C(N=C(N1)N)NC(=C2)C2=CCN(CC2)C(=O)OC(C)(C)C tertbutyl 4-{4-[2-(acetoxymethyl)-3-(6-cyclopropyl-8-fluoro-1-oxoisoquinolin-2(1H)-yl)phenyl]-2-amino-7H-pyrrolo[2,3-d]pyrimidin-6-yl}-5,6-dihydropyridin-1(2H)-carboxylate